C(C)(C)(C)OC(=O)N(C(=O)OC(C)(C)C)C=1C(=C(OC=2C(=C(C(=O)[O-])C=CC2)C)C(=CC1)F)Cl 3-(bis(tert-butoxycarbonyl) amino-2-chloro-6-fluorophenoxy)-2-methylbenzoate